C(C)(C)[Sn](OCCCC)(OCCCC)OCCCC isopropyl-tri(butoxy)tin